C(C)C1CN(CC1C1=CN=C2N1C1=C(N=C2)NC=C1)C(=O)NCC(F)(F)F 3-ethyl-4-(3H-imidazo[1,2-a]pyrrolo[2,3-e]pyrazin-8-yl)-N-(2,2,2-trifluoroethyl)pyrrolidine-1-carboxamide